gold-chromium-titanium [Ti].[Cr].[Au]